6,7-dimethyl-4-oxo-4H-chromene-3-carbaldehyde CC=1C=C2C(C(=COC2=CC1C)C=O)=O